[1-13C]-cysteine N[C@@H](CS)[13C](=O)O